2-((6aS)-8-([1,3'-bipiperidin]-4-ylmethyl)-6,6a,7,8,9,10-hexahydro-5H-pyrazino[1',2':4,5]pyrazino[2,3-c]pyridazin-2-yl)phenol N1(CCC(CC1)CN1C[C@H]2N(C=3C(=NN=C(C3)C3=C(C=CC=C3)O)NC2)CC1)C1CNCCC1